FC(C(C(C(C(F)(F)F)(F)F)(F)F)(F)F)(F)OCCOCCOCCOCCO tetraethylene glycol perfluoropentyl ether